BrC1=C(C=C2C(=NC(=NC2=C1F)Cl)OC(=O)N1C2CNCC1C(C2)O)Cl 7-bromo-2,6-dichloro-8-fluoroquinazolin-4-yl-6-hydroxy-3,8-diazabicyclo[3.2.1]octane-8-carboxylate